OCCCCN1N=C(SC1=O)NC(=O)C1=CN=CN1C1=C(C=CC=C1)OC N-(4-(4-Hydroxybutyl)-5-oxo-4,5-dihydro-1,3,4-thiadiazol-2-yl)-1-(2-methoxyphenyl)-1H-imidazole-5-carboxamide